2-phenyl-N-[(1r,3r)-3-(aminomethyl)cyclobutyl]-1,3-thiazole-5-carboxamide C1(=CC=CC=C1)C=1SC(=CN1)C(=O)NC1CC(C1)CN